COC1=CC=C(C=N1)C=1N=C(C2=C(N1)N(C=C2)CCCN2CCCC2)NC2CCN(CC2)C 2-(6-methoxypyridin-3-yl)-N-(1-methylpiperidin-4-yl)-7-(3-(pyrrolidin-1-yl)propyl)-7H-pyrrolo[2,3-d]pyrimidin-4-amine